C(C)(C)(C)OC(N(CCS)CCS)=O N,N-bis(2-mercaptoethyl)-carbamic acid tert-butyl ester